C(CCC)C=1C(=C(C=CC1)OC)O n-butyl-hydroxyanisole